N-(1-cyclobutyl-3-(3,3-difluoro-1-methylcyclobutyl)-4-methyl-1H-pyrazol-5-yl)-1-(1,1-difluoro-ethyl)cyclopropane-1-carboxamide C1(CCC1)N1N=C(C(=C1NC(=O)C1(CC1)C(C)(F)F)C)C1(CC(C1)(F)F)C